(S)-3-chloro-6-fluoro-5-(4-(2-isopropylmorpholino)phenyl)pyridin-2-amine ClC=1C(=NC(=C(C1)C1=CC=C(C=C1)N1C[C@@H](OCC1)C(C)C)F)N